C(=O)(C=C)N1[C@@H](CN(C[C@@H]1C)C=1C2=C(N(C(N1)=O)C=1C(=NC=NC1C(C)C)C(C)C)N=C(C(=C2)F)Cl)C 4-(4-acryl-cis-3,5-dimethylpiperazin-1-yl)-7-chloro-1-(4,6-diisopropylpyrimidin-5-yl)-6-fluoropyrido[2,3-d]Pyrimidin-2(1H)-one